ethyl 4-(2-((tetrahydro-2H-pyran-4-yl)ethynyl)thiazol-5-yl)benzoate O1CCC(CC1)C#CC=1SC(=CN1)C1=CC=C(C(=O)OCC)C=C1